C(C)(C)(C)OC(=O)N1C(C=2C(=C(C=3COC(CC3N2)(C)C)C)C1)=O 6,6,9-Trimethyl-3-oxo-3,5,6,8-tetrahydro-1H-7-oxa-2,4-diaza-cyclopenta[b]naphthalene-2-carboxylic acid tert-butyl ester